ClC1=CC=C(C=C1)N1N=C(C=C1)OC(=O)C1=C(N=C(S1)C)C(F)(F)F 1-(4-chlorophenyl)-1H-pyrazol-3-yl-2-methyl-4-(trifluoromethyl)thiazole-5-carboxylate